1-butoxy-1,1,3,3,3-pentamethyldisiloxane C(CCC)O[Si](O[Si](C)(C)C)(C)C